ClC1=C(CN2CC3(C2)CCN(CC3)C(=O)OC(C(F)(F)F)C(F)(F)F)C(=CC=C1)N1CCC3(CCN(C3)S(=O)(=O)C)CC1 1,1,1,3,3,3-Hexafluoropropan-2-yl 2-(2-chloro-6-(2-(methylsulfonyl)-2,8-diazaspiro[4.5]decan-8-yl)benzyl)-2,7-diazaspiro[3.5]nonane-7-carboxylate